FC=1C=C(C=CC1F)C[C@@H](C(=O)O)N(C)C(=O)OCC1C2=CC=CC=C2C=2C=CC=CC12 (2S)-3-(3,4-difluorophenyl)-2-[9H-fluoren-9-yl-methoxycarbonyl(methyl)amino]propanoic acid